ClC1=CC2=C(N(C(N=C2N2[C@H](CN(CC2)C(=O)OC(C)(C)C)C)=O)C2=C(C=CC=C2C(C)C)C#N)N=C1C1=C(C=CC=C1)F tert-butyl (S)-4-(6-chloro-1-(2-cyano-6-isopropylphenyl)-7-(2-fluorophenyl)-2-oxo-1,2-dihydropyrido[2,3-d]pyrimidin-4-yl)-3-methylpiperazine-1-carboxylate